C(C)(C)N(C(=O)[C@H]1N(CC2=CC=CC=C2C1)C(=O)OC(C)(C)C)C tert-butyl (3S)-3-[isopropyl(methyl)carbamoyl]-3,4-dihydro-1H-isoquinoline-2-carboxylate